(6-(1-Hydroxy-2-methyl-2-(1-(methyl-d3)-1H-pyrazol-4-yl)propyl)pyridin-3-yl)carbamic acid tert-butyl ester C(C)(C)(C)OC(NC=1C=NC(=CC1)C(C(C)(C=1C=NN(C1)C([2H])([2H])[2H])C)O)=O